N-(1-cyano-9H-xanthen-9-yl)-2-oxo-6-(trifluoromethyl)-1,2-dihydropyridine-3-carboxamide C(#N)C1=CC=CC=2OC3=CC=CC=C3C(C12)NC(=O)C=1C(NC(=CC1)C(F)(F)F)=O